C(C1=CC=CC=C1)C1C(CCC1)OC(=O)N[C@H](C(=O)N[C@H](C(S(=O)(=O)[O-])O)C[C@H]1C(NCC1)=O)CC(C)C (2S)-2-((2S)-2-((((2-benzylcyclopentyl)oxy)carbonyl) amino)-4-methylpentanamido)-1-hydroxy-3-((S)-2-oxopyrrolidin-3-yl)propane-1-sulfonate